3-(furan-3-ylsulfonyl)-5'-methyl-4-pentyl-2'-(prop-1-en-2-yl)-1',2',3',4'-tetrahydro-[1,1-biphenyl]-2,6-diol O1C=C(C=C1)S(=O)(=O)C1=C(C(=C(C=C1CCCCC)O)C1C(CCC(=C1)C)C(=C)C)O